OC1=C(C=NN1C)C1=NC=CC(=N1)NC=1N=CC=2N(C1)C(=NC2C2=CC=C(C=O)C=C2)[C@@H](C)CCO (S)-4-(6-((2-(5-hydroxy-1-methyl-1H-pyrazol-4-yl)pyrimidin-4-yl)amino)-3-(4-hydroxybut-2-yl)imidazo[1,5-a]pyrazin-1-yl)benzaldehyde